N1(C=NC2=C1C=CC=C2)C2CN(CCC2)C2=NC(=NC(=C2)C(C)C)N 4-(3-(1H-benzo[d]imidazol-1-yl)piperidin-1-yl)-6-isopropylpyrimidin-2-amine